2-Chloro-5-fluoro-N-[4-[(E)-3-[4-[2-hydroxyethyl(methyl)amino]phenyl]prop-2-enoyl]phenyl]benzamide ClC1=C(C(=O)NC2=CC=C(C=C2)C(\C=C\C2=CC=C(C=C2)N(C)CCO)=O)C=C(C=C1)F